CN(C)CC1COC2=CC(=CN=C2O1)NC1=NC(=NC=C1)NC1=CC(=C(C=C1)OC1CC(C1)N(C)C)OC 4-{3-[(dimethylamino)methyl]-2,3-dihydro-1,4-dioxa-5-aza-7-naphthylamino}-2-{3-methoxy-4-[(1s,3s)-3-(dimethylamino)cyclobutoxy]phenylamino}pyrimidine